N-isopropyl-6-methyl-7-oxo-6,7-dihydro-1H-pyrrolo[2,3-c]pyridine-2-carboxamide C(C)(C)NC(=O)C1=CC2=C(C(N(C=C2)C)=O)N1